(1-((6-chloro-3-((1-methyl-piperidin-4-yl)ethynyl)-1H-pyrazolo[4,3-c]pyridin-1-yl)methyl)cyclobutyl)methanol ClC1=CC2=C(C=N1)C(=NN2CC2(CCC2)CO)C#CC2CCN(CC2)C